tert-butyl (2-fluoro-6-(imidazo[1,2-a]pyridin-2-yl)-3-methoxybenzyl)carbamate FC1=C(CNC(OC(C)(C)C)=O)C(=CC=C1OC)C=1N=C2N(C=CC=C2)C1